[Si].[Sr].[Ca].C(C)(=O)C1=C(C2=C(N=C(N=C2)NC2=CC=C(C=N2)N2CCN(CC2)S(=O)(=O)NC(NC(C)C)=O)N(C1=O)C1CCCC1)C 4-(6-((6-Acetyl-8-cyclopentyl-5-methyl-7-oxo-7,8-dihydropyrido[2,3-d]-pyrimidin-2-yl)amino)pyridin-3-yl)-N-(isopropylcarbamoyl)piperazine-1-sulfonamide calcium strontium-silicon